6-O-Palmitoyl-L-ascorbic acid C(CCCCCCCCCCCCCCC)(=O)OC[C@@H]([C@@H]1C(=C(C(=O)O1)O)O)O